[2-[2-[tert-butyl(dimethyl)silyl]oxyethyl]-4-iodo-5-methyl-pyrazol-3-yl]methanol [Si](C)(C)(C(C)(C)C)OCCN1N=C(C(=C1CO)I)C